C1(CCCC1)C1=NC=C(C(=N1)OC1CCOCC1)C(=O)N[C@@H](C)\C=C\S(=O)(=O)C (S,E)-2-cyclopentyl-N-(4-(methylsulfonyl)but-3-en-2-yl)-4-((tetrahydro-2H-pyran-4-yl)oxy)pyrimidine-5-carboxamide